Cl.CN1N=CC(=C1)NC1=NC=C(C(=N1)NC1CCC(CC1)N1CCNCC1)C(=O)O 2-((1-Methyl-1H-pyrazol-4-yl)amino)-4-(((1s,4s)-4-(piperazin-1-yl)cyclohexyl)amino)pyrimidine-5-carboxylic acid hydrochloride